C(C)(C)(C)OC(=O)C1COC2(C1N(C=1C=CC(=CC21)CC)S(=O)(=O)C2=CC=C(C)C=C2)C(F)(F)F 7-ethyl-4-p-toluenesulfonyl-8b-(trifluoromethyl)-3,3a,4,8b-tetrahydro-2H-furo[3,2-b]indole-3-carboxylic acid tert-butyl ester